1-(5-(((2S,4R)-2-methyl-1-(((1r,4S)-4-(trifluoromethyl)cyclohexyl)methyl)piperidin-4-yl)methyl)pyrazolo[1,5-a]pyridin-3-yl)dihydropyrimidine-2,4(1H,3H)-dione C[C@@H]1N(CC[C@H](C1)CC1=CC=2N(C=C1)N=CC2N2C(NC(CC2)=O)=O)CC2CCC(CC2)C(F)(F)F